C(C1=CC=CC=C1)OCC(C(CCC(C(=O)OC(C)(C)C)(C)C1=CC(=CC=C1)Br)=O)(C)C tert-butyl 7-benzyloxy-2-(3-bromophenyl)-2,6,6-trimethyl-5-oxo-heptanoate